1,2-dihydro-indole N1CCC2=CC=CC=C12